CC=1C(=NN2C1C(N(CC2)C2=C(C=C(C=C2)C2=NC1=CC=C(C=C1C=N2)C(F)(F)F)C)=O)CN2C[C@H](OCC2)C (R)-3-methyl-5-(2-methyl-4-(6-(trifluoromethyl)quinazolin-2-yl)phenyl)-2-((2-methylmorpholino)methyl)-6,7-dihydropyrazolo[1,5-a]pyrazin-4(5H)-one